C[C@H]1N(CC=C(C1)OS(=O)(=O)C(F)(F)F)C(=O)OC(C)(C)C tert-butyl (R)-2-methyl-4-(((trifluoromethyl)sulfonyl)oxy)-3,6-dihydropyridine-1(2H)-carboxylate